OCCN(CC(CN(C1=CC=C(C=C1)N)CCO)O)C1=CC=C(C=C1)N N,N'-bis(2-hydroxyethyl)-N,N'-bis(4-aminophenyl)-1,3-diamino-propan-2-ol